3-(2-trimethylsilylethoxymethyl)imidazole-4-carbaldehyde C[Si](CCOCN1C=NC=C1C=O)(C)C